methyl (1s,4s)-4-((4-(2-(2-aminopyridin-3-yl)-5-phenyl-3H-imidazo[4,5-b]pyridin-3-yl)benzyl)(methyl)amino)cyclohexane-1-carboxylate NC1=NC=CC=C1C1=NC=2C(=NC(=CC2)C2=CC=CC=C2)N1C1=CC=C(CN(C2CCC(CC2)C(=O)OC)C)C=C1